N-[3-[3-[tert-butyl(dimethyl)silyl]oxyprop-1-ynyl]oxetan-3-yl]-N,2-dimethyl-propane-2-sulfinamide [Si](C)(C)(C(C)(C)C)OCC#CC1(COC1)N(S(=O)C(C)(C)C)C